C(C)C1=CC=C(C=N1)C1=NN2C(N=CC=C2)=C1C(=O)N[C@@H]1C(NC2=C(C(=N1)C1=CC=CC=C1)C=CC=C2F)=O 2-(6-Ethylpyridin-3-yl)-N-[(3S)-9-fluoro-2-oxo-5-phenyl-1,3-dihydro-1,4-benzo-diazepin-3-yl]pyrazolo-[1,5-a]-pyrimidine-3-carboxamide